4-hydroxy-1,2,4-triazole ON1C=NN=C1